(1s,3s,4r,6s)-6-[(prop-2-en-1-yl)oxy]-2-azabicyclo[2.2.2]octane-2,3-dicarboxylic acid 2-tert-butyl 3-ethyl ester C(C)OC(=O)[C@H]1N([C@@H]2[C@H](C[C@H]1CC2)OCC=C)C(=O)OC(C)(C)C